1-[3-[[6-fluoro-4-(5-methyl-2-thiazol-4-yl-7,8-dihydro-5H-pyrido[4,3-d]pyrimidin-6-yl)-2-pyridinyl]oxy]propyl]pyrrolidin-2-one FC1=CC(=CC(=N1)OCCCN1C(CCC1)=O)N1C(C2=C(N=C(N=C2)C=2N=CSC2)CC1)C